1-((1S)-1-(6-(3-Azabicyclo[3.1.0]hexan-3-yl)pyridin-3-yl)-2-hydroxyethyl)-N-((cis)-3-(5-chloro-2-cyanophenyl)cyclobutyl)-1H-pyrazole-4-carboxamide C12CN(CC2C1)C1=CC=C(C=N1)[C@@H](CO)N1N=CC(=C1)C(=O)N[C@@H]1C[C@@H](C1)C1=C(C=CC(=C1)Cl)C#N